FC(C(=O)OCC1(CNC=2N=CN=C(C21)Cl)C)(F)F (4-chloro-5-methyl-6,7-dihydro-5H-pyrrolo[2,3-d]pyrimidin-5-yl)methyl 2,2,2-trifluoroacetate